[SH3+].[Sb+3].[Pb+2].OC=1C=CC(=NC1)NC(=O)N1CCN(CC1)C=1C=NC=CC1 1-[((5-hydroxypyridin-2-yl)amino)carbonyl]-4-(pyridin-3-yl)piperazine lead-antimony sulfonium